bromo-6-((2-chloro-4-(trifluoromethyl)phenoxy)methyl)picolinic acid BrC=1C(=NC(=CC1)COC1=C(C=C(C=C1)C(F)(F)F)Cl)C(=O)O